OCCOC=1C=C(C=CC1)C(C)C1=CC(=CC(=N1)C(=O)NC)C(=O)N[C@@H]1[C@H](C1)C 6-(1-(3-(2-hydroxyethoxy)phenyl)ethyl)-N2-methyl-N4-((1S,2S)-2-methylcyclopropyl)pyridine-2,4-dicarboxamide